(3s,7ar)-6-benzyl-3-phenyl-3,5-dihydroimidazo[1,5-c]thiazole-5,7(6H)-dione C(C1=CC=CC=C1)N1C(N2[C@@H](SC=C2C1=O)C1=CC=CC=C1)=O